Cl.NC(C[C@@H](C#C)NC(=O)C1NCC1)=O N-[(1S)-1-(2-amino-2-oxo-ethyl)prop-2-ynyl]azetidine-2-carboxamide hydrochloride